2-azidoglutamic acid N(=[N+]=[N-])[C@](N)(CCC(=O)O)C(=O)O